C(C1=CC=CC=C1)O[C@]1(C2=NN=C(C3=C(C=C(C(C(CCCCC(C1)=O)=O)=N3)C(F)(F)F)NC(OC(C)(C)C)=O)O2)C(F)(F)F tert-Butyl N-[(6R)-6-benzyloxy-8,13-dioxo-6,15-bis(trifluoromethyl)-19-oxa-3,4,18-triazatricyclo[12.3.1.12,5]nonadeca-1(17),2,4,14(18),15-pentaen-17-yl]carbamate